linoleyloxy-N,N-dimethylaminopropane C(CCCCCCC\C=C/C\C=C/CCCCC)OC(CC)N(C)C